(-)-2-(1-(4-chlorophenyl)cyclopropyl)-6-(2-hydroxy-2-(m-tolyl)acetyl)-5,6,7,8-tetrahydropyrido[4,3-d]pyrimidin-4(3H)-one ClC1=CC=C(C=C1)C1(CC1)C=1NC(C2=C(N1)CCN(C2)C(C(C=2C=C(C=CC2)C)O)=O)=O